4-(2-(pyridin-3-yl)thiazol-5-yl)phenyl 3-chloro-2-fluorobenzenesulfonate ClC=1C(=C(C=CC1)S(=O)(=O)OC1=CC=C(C=C1)C1=CN=C(S1)C=1C=NC=CC1)F